benzyl 4-(5,5-dimethoxypentyl)piperidine-1-carboxylate COC(CCCCC1CCN(CC1)C(=O)OCC1=CC=CC=C1)OC